[4-({[1-(Furan-2-carbonyl)-4-methyl-3-(3-methylpiperazin-2-yl)-1H-pyrazol-5-yl]sulfanyl}methyl)phenyl]methanamin O1C(=CC=C1)C(=O)N1N=C(C(=C1SCC1=CC=C(C=C1)CN)C)C1NCCNC1C